1-amino-3,6,9,12,15,18,21,24,27,30,33,36,39,42,45,48,51,54,57,60,63,66,69,72-tetracosaoxapentaheptacontan-75-oic acid NCCOCCOCCOCCOCCOCCOCCOCCOCCOCCOCCOCCOCCOCCOCCOCCOCCOCCOCCOCCOCCOCCOCCOCCOCCC(=O)O